FC=1C(=C2C(=NC1)NC(=C2)C2CCN(CC2)C)C2CCNCC2 4-[5-fluoro-4-(piperidin-4-yl)-1H-pyrrolo[2,3-b]pyridin-2-yl]-1-methylpiperidine